4-((5-(3-chloro-4-fluorophenyl)-1-(4-(trifluoromethyl)benzyl)-1H-indole-7-carboxamido)methyl)benzoic acid ClC=1C=C(C=CC1F)C=1C=C2C=CN(C2=C(C1)C(=O)NCC1=CC=C(C(=O)O)C=C1)CC1=CC=C(C=C1)C(F)(F)F